2,3-dichlorobenzotrifluoride 2-methoxy-2-methyl-2-ethyl-acetate COC(C(=O)O)(CC)C.ClC1=C(C=CC=C1Cl)C(F)(F)F